trans-methyl 4-((5-fluoro-4-(3-(2-oxo-1,3-oxazinan-3-yl)phenyl)pyrimidin-2-yl)amino)cyclohexane-1-carboxylate FC=1C(=NC(=NC1)N[C@@H]1CC[C@H](CC1)C(=O)OC)C1=CC(=CC=C1)N1C(OCCC1)=O